S1C=NC2=C1C(=CC=C2)C2=NSC(=C2C2CC2)C(=O)OC methyl 3-(1,3-benzothiazol-7-yl)-4-cyclopropyl-1,2-thiazole-5-carboxylate